4-sulfo-1,2-benzenedicarboxylic acid S(=O)(=O)(O)C=1C=C(C(=CC1)C(=O)O)C(=O)O